ClC=1C=C(C=CC1)N1CCN(CC1)C=1NC=2N(C(N1)C1=C(C=CC=C1)OC)C(C=C(N2)C)O 2-[4-(3-chlorophenyl)piperazin-1-yl]-4-(2-methoxyphenyl)-8-methyl-1,4-dihydro-6H-pyrimido[1,2-a][1,3,5]triazin-6-ol